C(C)S(=O)(=O)C=1C(=NC(=CC1)N1N=CC(=C1)C(F)(F)F)C1=NC=2C(=NC=C(C2)C(F)(F)F)N1C 2-{3-(Ethylsulfonyl)-6-[4-(trifluoromethyl)-1H-pyrazol-1-yl]pyridin-2-yl}-3-methyl-6-(trifluoromethyl)-3H-imidazo[4,5-b]pyridine